2-[2-[2-[3-(dibenzylamino)-2-fluoro-1,1-dimethyl-propoxy]ethoxy]ethyl]isoindoline-1,3-dione C(C1=CC=CC=C1)N(CC(C(OCCOCCN1C(C2=CC=CC=C2C1=O)=O)(C)C)F)CC1=CC=CC=C1